C(C)N1N=CC=C1C=1C(=NN2C1N=C(C=C2)N2CC1CCC(C2)O1)C=1C=C(C#N)C=CC1 3-[3-(2-Ethylpyrazol-3-yl)-5-(8-oxa-3-azabicyclo[3.2.1]octan-3-yl)pyrazolo[1,5-a]pyrimidin-2-yl]benzonitrile